3-[[1-[(3R,4R)-1-[(4,6-dimethylpyrimidin-2-yl)methyl]-3-phenyl-piperidine-4-carbonyl]-4-hydroxy-4-piperidinyl]methyl]-7-phenyl-thieno[3,4-d]pyrimidin-4-one CC1=NC(=NC(=C1)C)CN1C[C@H]([C@@H](CC1)C(=O)N1CCC(CC1)(O)CN1C=NC=2C(C1=O)=CSC2C2=CC=CC=C2)C2=CC=CC=C2